(S)-4-(6,7-dichloro-1-(2-isopropyl-4-(methyl-d3)pyridin-3-yl)-2-oxo-1,2-dihydropyrido[2,3-d]pyrimidin-4-yl)-3-methylpiperazine-1-carboxylic acid tert-butyl ester C(C)(C)(C)OC(=O)N1C[C@@H](N(CC1)C=1C2=C(N(C(N1)=O)C=1C(=NC=CC1C([2H])([2H])[2H])C(C)C)N=C(C(=C2)Cl)Cl)C